CN1[C@@H]([C@H](CC1=O)C(=O)NCCCNC(CCCNC(OC(C)(C)C)=O)=O)C=1C=NC=CC1 tert-Butyl (4-((3-((2S,3S)-1-methyl-5-oxo-2-(pyridin-3-yl)pyrrolidine-3-carboxamido)propyl)amino)-4-oxobutyl)carbamate